methyl 5-chloro-4-(trifluoromethyl)-2-vinylbenzoate ClC=1C(=CC(=C(C(=O)OC)C1)C=C)C(F)(F)F